(S)-tert-butyl (1-((tert-butyldiphenylsilyl)oxy)-5-(methylamino)-5-oxopentan-2-yl)carbamate [Si](C1=CC=CC=C1)(C1=CC=CC=C1)(C(C)(C)C)OC[C@H](CCC(=O)NC)NC(OC(C)(C)C)=O